C(C)OC(=CC)O ethoxypropenol